O=S1(CC(CC1)NC(=O)NC1=C(C=C(C=C1)C(=O)N1CCN(CC1)CC1=CC=C(C=C1)C(C(F)(F)F)(C(F)(F)F)O)F)=O 1-(1,1-dioxo-tetrahydro-1λ6-thiophen-3-yl)-3-(2-fluoro-4-{4-[4-(2,2,2-trifluoro-1-hydroxy-1-trifluoromethyl-ethyl)benzyl]piperazine-1-carbonyl}phenyl)urea